BrC=1C(=C2C(=NC1)NC=C2CC(F)F)Cl 5-bromo-4-chloro-3-(2,2-difluoroethyl)-1H-pyrrolo[2,3-b]pyridine